(3H)-benzothiazolselenone S1(CNC2=C1C=CC=C2)=[Se]